COC1=C(C=C(C=C1)C=1C=NN(C1)CC(=O)O)S(NC=1C=NC=2CCNC(C2C1)=O)(=O)=O 2-(4-(4-methoxy-3-(N-(5-oxo-5,6,7,8-tetrahydro-1,6-naphthyridin-3-yl)sulfamoyl)phenyl)-1H-pyrazol-1-yl)acetic acid